ClC1=C(C=C(C=C1)C1=NN(C(=N1)CC(=O)N[C@H]1CCC2=CC=CC=C12)CC)OC(C)C 2-[3-(4-chloro-3-isopropyloxyphenyl)-1-ethyl-1H-1,2,4-triazol-5-yl]-N-[(1S)-2,3-dihydro-1H-inden-1-yl]acetamide